N1=CC(=CC=C1)CNCCNC 1-(3-pyridyl)-2,5-diazahexane